BrC1=CC(=C2C(=NN(C2=C1)CC)N1C(C2=CC=CC=C2C1=O)=O)I (6-bromo-1-ethyl-4-iodo-1H-indazol-3-yl)isoindoline-1,3-dione